N-(4-((4-(2,4-difluorobenzyloxy)-3-chloro-6-methyl-2-oxopyridin-1(2H)-yl)methyl)benzyl)-1-hydroxycyclopropanecarboxamide FC1=C(COC2=C(C(N(C(=C2)C)CC2=CC=C(CNC(=O)C3(CC3)O)C=C2)=O)Cl)C=CC(=C1)F